3-(1,1-dimethylpropyl)isoxazol-5-amine CC(CC)(C)C1=NOC(=C1)N